4-Chlorobenzaldehyde dimethyl acetal COC(C1=CC=C(C=C1)Cl)OC